2-((4-cyanophenyl)sulfonamido)-4-(trifluoromethyl)-N-(3-(trifluoromethyl)bicyclo[1.1.1]pentan-1-yl)benzamide C(#N)C1=CC=C(C=C1)S(=O)(=O)NC1=C(C(=O)NC23CC(C2)(C3)C(F)(F)F)C=CC(=C1)C(F)(F)F